hydroxy-quaterphenol OC1=C(C(=CC=C1)O)C1=C(C=CC=C1C1=C(C=CC=C1C=1C(=CC=CC1)O)O)O